diethylamino-dithiocarboxylic acid C(C)N(CC)C(=S)S